imidazo[1,2-a]pyridine-7-carboxamide N=1C=CN2C1C=C(C=C2)C(=O)N